N-Boc-azido-proline methyl ester COC([C@]1(N(CCC1)C(=O)OC(C)(C)C)N=[N+]=[N-])=O